FC1=CC(=C(C=C1)O)OC([2H])([2H])[2H] 4-Fluoro-2-(methoxy-d3)phenol